(3S,3'R,4'S,5'S,6'R)-5-[(4-ethylphenyl)meth-yl]-6'-(hydroxymethyl)spiro[1H-2-benzofuran-3,2'-oxane]-3',4',5'-triol C(C)C1=CC=C(C=C1)CC1=CC2=C(CO[C@]23O[C@@H]([C@H]([C@@H]([C@H]3O)O)O)CO)C=C1